FC1=CC=CC2=C1C(=C(O2)C=C)C (4-fluoro-3-methyl-1-benzofuran-2-yl)ethylene